ClC=1C=C(C=C(C1C1=NC2=C(N1C[C@H]1CNCCO1)C=CC(=C2)C)F)N2C(CCC2)=O (R)-1-(3-chloro-5-fluoro-4-(5-methyl-1-(morpholin-2-ylmethyl)-1H-benzo[d]imidazol-2-yl)phenyl)pyrrolidin-2-one